(4S,6R)-4-(3-chloro-5-fluorophenyl)-1-(2-hydroxyethyl)-6-(3-methylphenyl)-2-piperidone ClC=1C=C(C=C(C1)F)[C@@H]1CC(N([C@H](C1)C1=CC(=CC=C1)C)CCO)=O